C(=C)[Si](C)(C)CCCCCCCCCCCCCC vinyl-tetradecyl-dimethylsilane